tert-Butyl N-[(3S)-1-{6-[1-(4-methylbenzenesulfonyl)-5-(methylcarbamoyl)-1H-pyrrolo[2,3-b]pyridin-3-yl]-3-nitroquinolin-4-yl}piperidin-3-yl]carbamate CC1=CC=C(C=C1)S(=O)(=O)N1C=C(C=2C1=NC=C(C2)C(NC)=O)C=2C=C1C(=C(C=NC1=CC2)[N+](=O)[O-])N2C[C@H](CCC2)NC(OC(C)(C)C)=O